FC1=CN(C2=NC(=CN=C21)NC2=NNC(=C2)C=2C=1N(C=CC2)C=CN1)C1CCNCC1 7-fluoro-N-(5-(imidazo[1,2-a]pyridin-8-yl)-1H-pyrazol-3-yl)-5-(piperidin-4-yl)-5H-pyrrolo[2,3-b]pyrazin-3-amine